CS(=O)(=O)CC1=CC=C(C=C1)[N+](=O)[O-] 1-((methylsulfonyl)methyl)-4-nitrobenzene